C1(CC1)C1=C2CCOC(C2=CC=C1C#N)=O 5-cyclopropyl-1-oxoisochroman-6-carbonitrile